5-((S)-3-(((1-(4-(4-chloro-1,2-bis(4-hydroxyphenyl)but-1-en-1-yl)phenyl)piperidine-4-yl)methyl)amino)piperidin-1-yl)-2-(2,6-dioxopiperidin-3-yl)isoindoline-1,3-dione ClCCC(=C(C1=CC=C(C=C1)O)C1=CC=C(C=C1)N1CCC(CC1)CN[C@@H]1CN(CCC1)C=1C=C2C(N(C(C2=CC1)=O)C1C(NC(CC1)=O)=O)=O)C1=CC=C(C=C1)O